2-(4-chlorobenzyl)-6-(2-(3-(trifluoromethoxy)azetidin-1-yl)pyrimidin-5-yl)pyridazin-3(2H)-one ClC1=CC=C(CN2N=C(C=CC2=O)C=2C=NC(=NC2)N2CC(C2)OC(F)(F)F)C=C1